C(C)(C)C1=CC(=NC2=CC(=CC=C12)C(=O)O)C1=CC=C(C=C1)C(F)(F)F 4-isopropyl-2-(4-(trifluoromethyl)phenyl)quinoline-7-carboxylic acid